FC=1C=NC(=NC1)NC1=NC=C(C=C1)N1CCN(CC1)C 5-fluoro-2-((5-(4-methylpiperazin-1-yl)pyridin-2-yl)amino)pyrimidin